COC1=CC(=CC2=C1OC(CO2)C=2C=NC(=CC2)OC)C(O)C2=C1C(=NC=C2)NC=C1 (8-methoxy-2-(6-methoxypyridin-3-yl)-2,3-dihydrobenzo[b][1,4]dioxin-6-yl)(1H-pyrrolo[2,3-b]pyridin-4-yl)methanol